4-(4-(benzo[d]thiazol-2-ylcarbamoyl)benzyl)-N-(4-methoxyphenyl)piperazine-1-carboxamide diallyl-isophthalate C(C=C)OC(C1=CC(C(=O)OCC=C)=CC=C1)=O.S1C(=NC2=C1C=CC=C2)NC(=O)C2=CC=C(CN1CCN(CC1)C(=O)NC1=CC=C(C=C1)OC)C=C2